CC(C(C)=O)CC(CCC)C 3,5-dimethyl-2-octanone